BrC1=C(C=2C(OCCC2S1)CNC)C(F)(F)F 1-(2-bromo-3-(trifluoromethyl)-6,7-dihydro-4H-thieno[3,2-c]pyran-4-yl)-N-methyl-methanamine